N1(CCCCC1)C(=O)O[C@H]1C[C@H](CC1)C=1NN=C(C1)NC(=O)OCC1=CC=CC=C1 (1R,3S)-3-(5-{[(benzyloxy)carbonyl]amino}-2H-pyrazol-3-yl)cyclopentyl piperidine-1-carboxylate